ClC1=C(C=CC=C1)C(=CC#N)C1=C(C=CC=C1)Cl 3,3-bis(2-chlorophenyl)acrylonitrile